C(=CCCC)NCC(=O)O pentenyl-glycine